(3-Aminopropyl)pyrrolidine NCCCN1CCCC1